(3S,4S)-4-difluoromethyl-3-ethylpiperidine-3-carboxylic acid methyl ester hydrochloride Cl.COC(=O)[C@@]1(CNCC[C@@H]1C(F)F)CC